Cl.C1(CC1)C1=C(C=C(C#N)C=C1)C(CN)=O 4-Cyclopropyl-3-glycylbenzonitrile HCl Salt